imino(4-((7-methoxyquinolin-4-yl)oxy)benzyl)(methyl)-λ6-sulfanone N=S(=O)(C)CC1=CC=C(C=C1)OC1=CC=NC2=CC(=CC=C12)OC